C1(CC1)N1N=C(C2=C1C=NN(C2=O)CC(=O)N[C@@H](C)C2=CC(=C(C=C2)OC)F)C (S)-2-(1-Cyclopropyl-3-methyl-4-oxo-1,4-dihydro-5H-pyrazolo[3,4-d]pyridazin-5-yl)-N-(1-(3-fluoro-4-methoxyphenyl)ethyl)acetamid